1-(3-amino-1-(4-((6-amino-9H-purin-9-yl)methyl)-6-(2-(difluoromethyl)-4,5-difluorophenyl)pyridin-3-yl)piperidin-3-yl)-2,2-difluoroethan-1-ol NC1(CN(CCC1)C=1C=NC(=CC1CN1C2=NC=NC(=C2N=C1)N)C1=C(C=C(C(=C1)F)F)C(F)F)C(C(F)F)O